BrC=1C=C(CCNC(=O)[C@]2([C@@H](CC[C@H](C2)C)C(C)C)O)C=CC1 (1S,2S,5R)-N-(3-bromophenethyl)-1-hydroxy-2-isopropyl-5-methylcyclohexane-1-carboxamide